1-(2-methoxyethyl)-4-(3-methoxy-4-nitro-phenyl)piperazine COCCN1CCN(CC1)C1=CC(=C(C=C1)[N+](=O)[O-])OC